2-(methyl-(2-(methylamino)ethyl)amino)ethan-1-one tert-Butyl-4-(benzylamino)-3,3a,4,5,6,6a-hexahydro-1H-cyclopenta[c]pyrrole-2-carboxylate C(C)(C)(C)OC(=O)N1CC2C(C1)C(CC2)NCC2=CC=CC=C2.CN(CC=O)CCNC